7-(Aminomethyl)-1,3-diazaspiro[4.4]nonane-2,4-dione NCC1CC2(C(NC(N2)=O)=O)CC1